ClC1=CC2=C(N=C(S2)C(C#N)CO)C=C1 (6-chlorobenzothiazol-2-yl)-3-hydroxypropionitrile